CS(=O)(=O)C(C)C1=CC=C(C=C1)[N+](=O)[O-] 1-(1-methanesulfonylethyl)-4-nitrobenzene